FC(COC(CF)F)(F)F 1,2-diFluoroethyl 1,1,1-trifluoroethyl ether